C(CCCCCCC)C=COF perfluoro octyl-vinyl ether